4-[[(3-chloro-5-fluoro-benzoyl)amino]methyl]piperidine-1-carboxylic acid tert-butyl ester C(C)(C)(C)OC(=O)N1CCC(CC1)CNC(C1=CC(=CC(=C1)F)Cl)=O